1-fluorocyclopropane-1-carbonyl chloride FC1(CC1)C(=O)Cl